OC1=C(C(=CC(=C1)C(C)C)O)C1=C2CC(N(C2=CC=C1C)CC)=O 4-(2,6-Dihydroxy-4-isopropylphenyl)-1-ethyl-5-methylindolin-2-one